FC1=C(C(=CC=C1)F)[C@H]1N(OCC1)C1=CC(=NC=N1)NC=1C(=CC(=C(C1)NC(C=C)=O)N1CCC(CC1)N1CCOCC1)OC N-(5-((6-((S)-3-(2,6-difluorophenyl)isoxazolidine-2-yl)pyrimidine-4-yl)amino)-4-methoxy-2-(4-morpholinopiperidine-1-yl)phenyl)acrylamide